2-(1-ethylpiperidin-4-yl)-N-(pyridin-4-yl-methyl)benzo[d]-thiazole-6-carboxamide C(C)N1CCC(CC1)C=1SC2=C(N1)C=CC(=C2)C(=O)NCC2=CC=NC=C2